Calcium hydrophosphat P(=O)([O-])([O-])O.[Ca+2]